ClC1=CC(=C(C=N1)N)C 6-chloro-4-methyl-pyridin-3-amine